N[C@H]1CN(CC1)C1=NC(=NC2=CC=C(C=C12)C)N1CCS(C2=C(C1)C=CC=C2)(=NC2CC2)=O 4-(((R)-3-aminopyrrolidin-1-yl)-6-methylquinazolin-2-yl)-1-(cyclopropylimino)-2,3,4,5-tetrahydrobenzo[f][1,4]thiazepine-1-Oxide